methyl 6-(cyclopropanecarboxamido)-3-(3-hydroxycyclopent-1-en-1-yl)picolinate C1(CC1)C(=O)NC1=CC=C(C(=N1)C(=O)OC)C1=CC(CC1)O